4-(methoxyimino)piperidine-1-carboxylic acid benzyl ester C(C1=CC=CC=C1)OC(=O)N1CCC(CC1)=NOC